Methyl 2-((2S)-2-((((2-(3-chlorobenzyl)cyclopentyl)oxy)carbonyl)amino)-3-cyclohexylpropanamido)-3-(8-(methylsulfonyl)-2-oxo-1,8-diazaspiro[4.5]decan-3-yl)propanoate ClC=1C=C(CC2C(CCC2)OC(=O)N[C@H](C(=O)NC(C(=O)OC)CC2C(NC3(C2)CCN(CC3)S(=O)(=O)C)=O)CC3CCCCC3)C=CC1